C1(=CC=CC2=CC=CC=C12)CC=1C(=C2N(C(C1)=O)C(CS2(=O)=O)CC(=O)O)C2=CC(=CC=C2)C(F)(F)F 2-(7-(naphthalen-1-ylmethyl)-1,1-dioxido-5-oxo-8-(3-(trifluoromethyl)phenyl)-2,3-dihydro-5H-thiazolo[3,2-a]pyridin-3-yl)acetic acid